(4-((dimethylamino)methyl)-3-phenylthiazolidin-2-ylidene)-1H-pyrrolo[2,3-b]pyridine-3-carboxamide CN(C)CC1N(C(SC1)=NC(=O)C1=CNC2=NC=CC=C21)C2=CC=CC=C2